hydroxystyreneacrylic acid OC(=CC1=CC=CC=C1)C=CC(=O)O